bis(4-t-butylcyclohexyl) peroxy dicarbonate C(OC1CCC(CC1)C(C)(C)C)(OOOOC(OC1CCC(CC1)C(C)(C)C)=O)=O